(2R,3S)-N-(2-amino-4-(4-(trifluoromethyl)phenethyl)phenyl)-2,3-difluorooctanamide NC1=C(C=CC(=C1)CCC1=CC=C(C=C1)C(F)(F)F)NC([C@H]([C@H](CCCCC)F)F)=O